CC1=NC=CC(=N1)N 2-methyl-pyrimidin-4-amine